FC([C@H](C1=CC=CC=C1)N1C(NC2(CC2)C1=O)=O)(F)F (S)-6-(2,2,2-trifluoro-1-phenylethyl)-4,6-diazaspiro[2.4]heptane-5,7-dione